The molecule is a zwitterion resulting from the transfer of a proton from the phosphate to the glycyl amino group of glycyl-AMP; major species at pH 7.3. It is a conjugate acid of a glycyl-AMP(1-). It is a tautomer of a glycyl-AMP. C1=NC(=C2C(=N1)N(C=N2)[C@H]3[C@@H]([C@@H]([C@H](O3)COP(=O)([O-])OC(=O)C[NH3+])O)O)N